1-[5-(5-chloro-2-methoxypyridin-4-yl)-1H-pyrazole-3-carbonyl]-2,5-dimethylpiperidine-4-carboxylic acid ClC=1C(=CC(=NC1)OC)C1=CC(=NN1)C(=O)N1C(CC(C(C1)C)C(=O)O)C